(R)-tert-Butyl 2-methyl-4-(2-(4-nitro-2-vinylphenoxy)ethyl)piperazine-1-carboxylate C[C@H]1N(CCN(C1)CCOC1=C(C=C(C=C1)[N+](=O)[O-])C=C)C(=O)OC(C)(C)C